(R)-2-((6-(4-fluorophenyl)-4-((1-(2-(trifluoromethyl)pyrimidin-5-yl)ethyl)amino)quinazolin-8-yl)oxy)acetic acid FC1=CC=C(C=C1)C=1C=C2C(=NC=NC2=C(C1)OCC(=O)O)N[C@H](C)C=1C=NC(=NC1)C(F)(F)F